cyclobutan-1-amine, trifluoroacetate salt FC(C(=O)O)(F)F.C1(CCC1)N